5-chloro-N-(5-chloro-6-(2H-1,2,3-triazol-2-yl)pyridin-3-yl)-4-(3-chloropyridin-4-yl)-2-Fluorobenzamide ClC=1C(=CC(=C(C(=O)NC=2C=NC(=C(C2)Cl)N2N=CC=N2)C1)F)C1=C(C=NC=C1)Cl